ClC=1C(=C(C(=O)OC[C@H]2O[C@H]([C@@H]3OC(O[C@@H]32)(C)C)OC)C(=CC1)Cl)OC ((3aR,4R,6R,6aR)-6-methoxy-2,2-dimethyltetrahydrofuro[3,4-d][1,3]dioxol-4-yl)methyl 3,6-dichloro-2-methoxybenzoate